4-(3-aminomethyl-cyclohex-3-enylmethyl)-1,3-dihydro-imidazole-2-thione NCC=1CC(CCC1)CC=1NC(NC1)=S